5'-O-[bis(4-methoxyphenyl)(phenyl)methyl]-3'-O-[tert-butyl(dimethyl)silyl]-1-(2-{[(N-{[2-(trimethylsilyl)Ethoxy]carbonyl}glycyl)amino]methoxy}ethyl)inosine COC1=CC=C(C=C1)C(OC[C@@H]1[C@H]([C@H]([C@@H](O1)N1C=NC=2C(=O)N(C=NC12)CCOCNC(CNC(=O)OCC[Si](C)(C)C)=O)O)O[Si](C)(C)C(C)(C)C)(C1=CC=CC=C1)C1=CC=C(C=C1)OC